C(C)C1CC(N(CC1)C1=C(C(=O)N)C=CC=C1)C (4-ethyl-2-methylpiperidin-1-yl)benzamide